[Li].CC1=CC=C(C=C1)C1=CC=C(C=C1)C 4,4'-dimethylbiphenyl lithium